NC=1N=CC2=CC=C(C=C2C1)S(=O)(=O)NC1(CC1)C 3-amino-N-(1-methylcyclopropyl)isoquinoline-6-sulfonamide